N-(1-methyl-3-(4'-(((S)-tetrahydrofuran-3-yl)oxy)-4,5,5',6'-tetrahydro-2H-spiro[furan-3,8'-pyrano[3,4-b]pyridin]-2'-yl)-1H-pyrrolo[2,3-c]pyridin-5-yl)acetamide CN1C=C(C=2C1=CN=C(C2)NC(C)=O)C2=CC(=C1C(=N2)C2(OCC1)COCC2)O[C@@H]2COCC2